11-((tert-butyldimethylsilyl)oxy)-7-methoxy-5-oxo-11,11a-dihydro-1H,3H-spiro[benzo[e]pyrrolo[1,2-a][1,4]diazepine-2,1'-cyclopropane]-10(5H)-carboxylate [Si](C)(C)(C(C)(C)C)OC1C2N(C(C3=C(N1C(=O)[O-])C=CC(=C3)OC)=O)CC3(CC3)C2